methyl 1-((5-((2-chloro-5-(trifluoromethyl)phenyl)carbamoyl)-4-methylthiazol-2-yl)carbamoyl)cyclopropane-1-carboxylate ClC1=C(C=C(C=C1)C(F)(F)F)NC(=O)C1=C(N=C(S1)NC(=O)C1(CC1)C(=O)OC)C